Bis[2-(N,N-dimethylamino)ethyl] ether CN(C)CCOCCN(C)C